BrC=1C=CC(=C(C=O)C1)OC[C@@H]1OC1 (R)-5-bromo-2-(oxiran-2-ylmethoxy)benzaldehyde